ethyl 2,4-decadienoate methyl-2-octynoate methyl-2-nonynoate methyl-2-isopentyloxyacetate COC(COCCC(C)C)=O.COC(C#CCCCCCC)=O.COC(C#CCCCCC)=O.C(C=CC=CCCCCC)(=O)OCC